Tert-butyl (3-(((3-amino-4-methoxy-5-(1-methyl-1H-1,2,4-triazol-3-yl)benzyl)oxy)methyl)-4-fluorophenyl)carbamate NC=1C=C(COCC=2C=C(C=CC2F)NC(OC(C)(C)C)=O)C=C(C1OC)C1=NN(C=N1)C